The molecule is a C-nitro compound that is a bismorpholine consisting of two morpholinomethyl groups bonded to C-1 of 1-nitropropane. It has a role as an allergen. It is a member of morpholines and a C-nitro compound. CCC(CN1CCOCC1)(CN2CCOCC2)[N+](=O)[O-]